NC1(CC2=CC(=CC=C2CC1)OC1=CC=CC2=CC=CC=C12)C(=O)O 2-amino-7-(naphthalen-1-yloxy)-1,2,3,4-tetrahydronaphthalene-2-carboxylic acid